NC1=C2C=NN(C2=CC(=C1)C(=O)OC)C1OCCCC1 methyl 4-amino-1-(tetrahydropyran-2-yl)-1H-indazole-6-carboxylate